CC1=NC=2N(C(=C1)C(=O)O)N=CN2 5-methyl-[1,2,4]triazolo[1,5-a]pyrimidine-7-carboxylic acid